C(C)OC=1C=C(C=CC1)C1=CC=C(C=C1)C(CC(=O)O)C#CC 3-(3'-ethoxy-[1,1'-biphenyl]-4-yl)hex-4-ynoic acid